2',4'-Difluoro-4-hydroxy-[1,1'-biphenyl]-3-carboxylate hydrochloride Cl.FC1=C(C=CC(=C1)F)C1=CC(=C(C=C1)O)C(=O)O